COC=1C=CC2=C(N=C(O2)C2=C3C=C(N=CC3=C(N=C2)NC([2H])([2H])[2H])NC(=O)[C@@H]2[C@@H](C2)C)C1 (1S,2R)-N-(5-(5-methoxybenzo[d]oxazol-2-yl)-8-((methyl-d3)amino)-2,7-naphthyridin-3-yl)-2-methylcyclopropane-1-carboxamide